8-Bromo-2-(difluoromethyl)-[1,2,4]triazolo[1,5-a]pyridine BrC=1C=2N(C=CC1)N=C(N2)C(F)F